bis(2-butyloctyl) 10-(N-decyl-5-(hexyl(methyl)amino)pentanamido)nonadecanedioate C(CCCCCCCCC)N(C(CCCCN(C)CCCCCC)=O)C(CCCCCCCCC(=O)OCC(CCCCCC)CCCC)CCCCCCCCC(=O)OCC(CCCCCC)CCCC